C(CCCCCCCCCCCCC)[PH2]=O tetradecylphosphine oxide